4-(2-benzamido-1,2,3,4-tetrahydronaphthalene-2-carboxamido)benzene-1-sulfonyl chloride C(C1=CC=CC=C1)(=O)NC1(CC2=CC=CC=C2CC1)C(=O)NC1=CC=C(C=C1)S(=O)(=O)Cl